N1C=CC2=CC(=CC=C12)C=1SC(=NN1)OC1C(N2CCC1CC2)CC=2C=NC=CC2 Trans-2-(1H-indol-5-yl)-5-[2-(3-pyridylmethyl)quinuclidin-3-yl]oxy-1,3,4-thiadiazole